(S)-2-amino-N-(2-((2-amino-2-oxoethyl)amino)-2-oxoethyl)-3-(naphthalen-2-yl)propanamide N[C@H](C(=O)NCC(=O)NCC(=O)N)CC1=CC2=CC=CC=C2C=C1